(3-(((tert-butyldimethylsilyl)oxy)methyl)-4-(trifluoromethoxy)phenyl)methanol [Si](C)(C)(C(C)(C)C)OCC=1C=C(C=CC1OC(F)(F)F)CO